N,N'-bis[2-(1H-imidazol-4-yl)ethyl]succinamide N1C=NC(=C1)CCNC(CCC(=O)NCCC=1N=CNC1)=O